C(CCCCCCCCCCCCCCC)N=C=N α-hexadecylcarbodiimide